COC=1C=C(C=C2C=NC=NC12)C1=NC=C(C=N1)C 8-methoxy-6-(5-methylpyrimidin-2-yl)quinazolin